OC1CC(N(C1)C1=CC=C(C=C1)S(=O)(=O)N1CCN(CC1)C(=O)OCC1=CC=CC=C1)=O Benzyl 4-[4-(4-hydroxy-2-oxo-pyrrolidin-1-yl)phenyl]sulfonylpiperazine-1-carboxylate